1-bromo-2-(vinyl-d2)benzene 4-amino-3-fluoro-5-((oxetan-2-ylmethyl)amino)benzoate NC1=C(C=C(C(=O)O)C=C1NCC1OCC1)F.BrC1=C(C=CC=C1)C=C([2H])[2H]